N(C)CC(=O)[O-].[K+] potassium sarcosine salt